CC1COCC(N1C=O)C1=NC=C(C=C1)C(F)(F)F (3-methyl-5-(5-(trifluoromethyl)pyridin-2-yl)morpholino)methanone